2-[1-(2-Isoindolin-2-yl-3,6-dimethyl-4-oxo-chromen-8-yl)ethylamino]benzoic acid C1N(CC2=CC=CC=C12)C=1OC2=C(C=C(C=C2C(C1C)=O)C)C(C)NC1=C(C(=O)O)C=CC=C1